O=C1NC(CCC1N1C(N(C2=C1C=CC(=C2)C2CCN(CC2)CC2CCC1(CCN(CC1)C(=O)OC(C)(C)C)CC2)C)=O)=O tert-butyl 9-((4-(1-(2,6-dioxopiperidin-3-yl)-3-methyl-2-oxo-2,3-dihydro-1H-benzo[d]imidazol-5-yl) piperidin-1-yl)methyl)-3-azaspiro[5.5]undecane-3-carboxylate